Potassium (E)-3-(2-(2-aminothiazol-5-yl)-2-(methoxyimino)acetamido)-2-(((2-((tert-butoxycarbonyl)amino)ethyl)thio)methyl)-4-oxoazetidine-1-sulfonate NC=1SC(=CN1)/C(/C(=O)NC1C(N(C1=O)S(=O)(=O)[O-])CSCCNC(=O)OC(C)(C)C)=N/OC.[K+]